C(C)(C)(C)N1N=CC(=C1)N1N=CC(=C1)C=1C=C(C(=O)NC2CC2)C=CC1C 3-(1'-tert-butyl-1'H-[1,4']bipyrazolyl-4-yl)-N-cyclopropyl-4-methyl-benzamide